3-(2,3-epoxypropoxy)propyl-methyldiethoxysilane C(C1CO1)OCCC[Si](OCC)(OCC)C